C1=C(C=CC2=CC=CC=C12)C1C2(COC2)CC1C#N 5-(Naphthalen-2-yl)-2-oxaspiro[3.3]heptane-6-carbonitrile